C(OCC=1OC(OC1C)=O)(OC1=CC=C(C=C1)[N+](=O)[O-])=O (5-methyl-2-oxo-1,3-dioxacyclopenten-4-yl)methyl (4-nitrophenyl) carbonate